n-docosylurea C(CCCCCCCCCCCCCCCCCCCCC)NC(=O)N